3-[4-[2-(2,4-Difluorophenyl)-2-hydroxy-3-(1,2,4-triazol-1-yl)propoxy]phenyl]-1-(4-methylphenyl)prop-2-en-1-one FC1=C(C=CC(=C1)F)C(COC1=CC=C(C=C1)C=CC(=O)C1=CC=C(C=C1)C)(CN1N=CN=C1)O